2-iodotetrafluoroethane IC(C(F)(F)F)F